C(CCCCC)C(O)(C[N+](C)(C)C)CC([O-])=O hexanyl-Carnitine